S-((6-((bis(pyridin-2-ylmethyl)amino)methyl)pyridin-3-yl)methyl) ethanethioate C(C)(SCC=1C=NC(=CC1)CN(CC1=NC=CC=C1)CC1=NC=CC=C1)=O